2-cyano-4'-fluoroacetanilide C(#N)CC(=O)NC1=CC=C(C=C1)F